(S)-benzyl 2-((tert-butoxycarbonyl)amino)-3-(3,5-difluoro-4-(trifluoromethyl)phenyl)propanoate C(C)(C)(C)OC(=O)N[C@H](C(=O)OCC1=CC=CC=C1)CC1=CC(=C(C(=C1)F)C(F)(F)F)F